ClC1=C(C=CC=C1)C1=NN2C(N=C(C=C2N2CC(C2)CC(=O)N)N(C)CP(=O)(C)C)=C1C1=CC=C(C=C1)Cl 2-[1-[2-(2-chlorophenyl)-3-(4-chlorophenyl)-5-[dimethylphosphorylmethyl(methyl)amino]pyrazolo[1,5-a]pyrimidin-7-yl]azetidin-3-yl]acetamide